C1(=CC=CC=C1)C1=CC(=C(C=C1)O)[N+](=O)[O-] 4-Phenyl-2-nitrophenol